C1(CCC1)OC1=CC(=CC(=N1)C1=CC(=C(C(=C1)F)N1CCCC1)F)C 1-[4-(6-Cyclobutoxy-4-methyl-pyridin-2-yl)-2,6-difluoro-phenyl]-pyrrolidine